3-(imidazo[1,2-a]pyridin-2-yl)benzamide N=1C(=CN2C1C=CC=C2)C=2C=C(C(=O)N)C=CC2